NC1=C2C(C3C(OC4=C3C=CC(=C4)Br)(C2=C(C=C1)[N+](=O)[O-])O)=O amino-7-bromo-4b-hydroxy-4-nitro-4b,9b-dihydro-10H-indeno[1,2-b]benzofuran-10-one